OC[C@@H](C=C)OC(C)=O |r| racemic-acetic acid 1-hydroxybut-3-en-2-yl ester